COCCNC(=O)C1=CC=C(C=C1)CNC1=NC(=NC(=C1)N1CCN(CC1)C)NC=1SC(=C(N1)C)C(=O)OCC 2-[[4-[[[4-[[(2-Methoxyethyl)amino]carbonyl]phenyl]methyl]amino]-6-(4-methyl-1-piperazinyl)-2-pyrimidinyl]amino]-4-methyl-5-thiazolecarboxylic acid, ethyl ester